3-Iodo-1-isopropyl-pyrazole IC1=NN(C=C1)C(C)C